NC1=CC=CC(=N1)S(=O)(=O)NC(=O)C=1C(=NC(=C(C1)\C=C\OCC)C(C)(C)C)N1C(C[C@@H](C1)C)(C)C N-[(6-Amino-2-pyridyl)sulfonyl]-6-tert-butyl-5-[(E)-2-ethoxyvinyl]-2-[(4S)-2,2,4-trimethylpyrrolidin-1-yl]pyridin-3-carboxamid